1-[4-(1,1-dioxido-4-oxo-1,2,5-thiadiazolidin-2-yl)-3-fluoro-5-hydroxyphenyl]-3-[3-(piperidin-1-yl)propyl]urea O=S1(N(CC(N1)=O)C1=C(C=C(C=C1O)NC(=O)NCCCN1CCCCC1)F)=O